ClC=1C=C(C(=NC1)OC1=NC=2N(C=C1)N=C(C2)C(=O)O)OCC(F)F 5-((5-Chloro-3-(2,2-difluoroethoxy)pyridin-2-yl)oxy)pyrazolo[1,5-a]pyrimidine-2-carboxylic acid